N,N'-di-[3-(m-methoxybenzenesulfonyloxy)phenyl]urea COC=1C=C(C=CC1)S(=O)(=O)OC=1C=C(C=CC1)NC(=O)NC1=CC(=CC=C1)OS(=O)(=O)C1=CC(=CC=C1)OC